C(C)(C)(C)OC(=O)N(C(OC(C)(C)C)=O)C1=NC=C(C(=C1)F)B1OC(C(O1)(C)C)(C)C tert-butyl (tert-butoxycarbonyl)(4-fluoro-5-(4,4,5,5-tetramethyl-1,3,2-dioxaborolan-2-yl)pyridin-2-yl)carbamate